C12(CC3CC(CC(C1)C3)C2)NCCCNC=2C=C3C(N(C(C3=CC2)=O)C2C(NC(CC2)=O)=O)=O 5-((3-((adamantan-1-yl)amino)propyl)amino)-2-(2,6-dioxopiperidin-3-yl)isoindoline-1,3-dione